5-chloro-6-(4-(3-methyloxetan-3-yl)-1,4-diazepan-1-yl)-1H-indazole ClC=1C=C2C=NNC2=CC1N1CCN(CCC1)C1(COC1)C